5-amino-N-{4-[(3S,5R)-3-amino-5-(trifluoromethyl)piperidin-1-yl]-(7R)-7-hydroxy-6,7-dihydro-5H-cyclopenta[b]pyridin-3-yl}-2-(2,6-difluorophenyl)-1,3-thiazole-4-carboxamide NC1=C(N=C(S1)C1=C(C=CC=C1F)F)C(=O)NC=1C(=C2C(=NC1)[C@@H](CC2)O)N2C[C@H](C[C@H](C2)C(F)(F)F)N